1-(4-(2-(4-fluorophenyl)-propan-2-yl)thiazol-2-yl)-3-((2-(piperazin-1-yl)pyrimidin-5-yl)methyl)urea FC1=CC=C(C=C1)C(C)(C)C=1N=C(SC1)NC(=O)NCC=1C=NC(=NC1)N1CCNCC1